NC=1C=C(C=CC1N)C(C(=O)N)C (3,4-diaminophenyl)-methylacetamide